C(C)(C)(C)OC(=O)N[C@@H](CC(=O)OCC)C=1C(=C(C=C(C1F)C)C1=C(C=C(C=C1OCCCC=C)C)C)F Ethyl (3S)-3-((tert-butoxycarbonyl)amino)-3-(2,4-difluoro-2',4',5-trimethyl-6'-(pent-4-en-1-yloxy)-[1,1'-biphenyl]-3-yl)propanoate